1-(indoline-1-carbonyl)azetidin-3-yl-(1-(4-(2,6-dioxopiperidin-3-yl)-3,5-difluorophenyl)azetidin-3-yl)carbamate N1(CCC2=CC=CC=C12)C(=O)N1CC(C1)N(C([O-])=O)C1CN(C1)C1=CC(=C(C(=C1)F)C1C(NC(CC1)=O)=O)F